N1C(=NC2=C1C=CC=C2)SC2=CC=C(C=C2)C(C)=O 1-(4-((1H-benzo[d]imidazol-2-yl)thio)phenyl)ethan-1-one